6-(3-pyridylamino)pyrimidine-5-carboxylate N1=CC(=CC=C1)NC1=C(C=NC=N1)C(=O)[O-]